COCOC=1C=C(C(=O)NC)C=CC1B1OC(C(O1)(C)C)(C)C 3-(methoxymethyloxy)-N-methyl-4-(4,4,5,5-tetramethyl-1,3,2-dioxaborolan-2-yl)benzamide